COC(C1=C(N=C(C(=C1)Br)C(F)(F)F)N1CCC(CC1)(F)F)=O 5-bromo-2-(4,4-difluoropiperidin-1-yl)-6-(trifluoromethyl)nicotinic acid methyl ester